(S)-2-(4-((6-((5-fluoro-4-(4-fluoro-1-isopropyl-2-methyl-1H-benzo[d]imidazol-6-yl)pyrimidin-2-yl)amino)pyridin-3-yl)methyl)-2-methylmorpholin-2-yl)acetaldehyde FC=1C(=NC(=NC1)NC1=CC=C(C=N1)CN1C[C@](OCC1)(C)CC=O)C=1C=C(C2=C(N(C(=N2)C)C(C)C)C1)F